dipentaerythritol isostearate C(CCCCCCCCCCCCCCC(C)C)(=O)OCC(CO)(COCC(CO)(CO)CO)CO